4-fluoro-1-[cis-4-[4-(5-chloropyridazin-4-yl)piperazin-1-yl]cyclohexyl]-1H-indole FC1=C2C=CN(C2=CC=C1)[C@@H]1CC[C@@H](CC1)N1CCN(CC1)C1=CN=NC=C1Cl